aminoindium N[In]